NC=1C=C(NS(=O)(=O)C)C=CC1 m-amino-N-methylsulfonyl-aniline